FC[C@H]([C@H](C)[C@H]1CC[C@H]2[C@@H]3CC[C@@H]4C[C@@](CC[C@@]4([C@H]3CC[C@]12C)C)(O)C(F)(F)F)O (3R,5R,8R,9S,10S,13S,14S,17R)-17-((2R,3S)-4-fluoro-3-hydroxybutan-2-yl)-10,13-dimethyl-3-(trifluoromethyl)hexadecahydro-1H-cyclopenta[a]phenanthren-3-ol